FS(=O)(=O)N(C)C N-(fluorosulfonyl)dimethylamine